cerium oxide yttrium [Y+3].[O-2].[Ce+3].[O-2].[O-2]